N[C@H]1CN(CCC1)C1=C2C(=NC=C1)N(C(=N2)C2=CC(=C(C#N)C=C2)F)C2=C(C=CC=C2)C (R)-4-(7-(3-aminopiperidine-1-yl)-3-(o-tolyl)-3H-imidazo[4,5-b]pyridine-2-yl)-2-fluorobenzonitrile